Cl.Cl.C(C)OC(=O)C=1C(=C2C(=NC1)NC=C2)N[C@H]2CNCCC2 (R)-4-(piperidin-3-ylamino)-1H-pyrrolo[2,3-b]pyridine-5-carboxylic acid ethyl ester dihydrochloride